(1r,2r)-2-(ethoxymethyl)cyclopropylamine hydrochloride Cl.C(C)OC[C@H]1[C@@H](C1)N